Cl.NC\C=C(\CN1N=NC2=C1C=C(C=C2C2=CC(=C(C=C2)OC)S(NC(C)C)(=O)=O)C(=O)NC)/F (Z)-1-(4-amino-2-fluorobut-2-en-1-yl)-4-(3-(N-isopropylsulfamoyl)-4-methoxyphenyl)-N-methyl-1H-benzo[d][1,2,3]triazole-6-carboxamide hydrochloride